N1=CC=CC2=CC=CC(=C12)NC(=S)NC(=O)C12CC3CC(CC(C1)C3)C2 N-(quinolin-8-ylcarbamothioyl)adamantane-1-carboxamide